(S)-6-((2-isopropyl-4-methylpiperazin-1-yl)methyl)-2-(3-(isopropylamino)-5-(1-((4-methyl-4H-1,2,4-triazol-3-yl)methyl)cyclobutyl)phenyl)-4-(trifluoromethyl)isoindolin-1-one C(C)(C)[C@@H]1N(CCN(C1)C)CC1=CC(=C2CN(C(C2=C1)=O)C1=CC(=CC(=C1)C1(CCC1)CC1=NN=CN1C)NC(C)C)C(F)(F)F